C1=NC=CC2=CN=CC=C12 2,6-naphthyridin